calcium phenolate borate B([O-])(O)O.C1(=CC=CC=C1)[O-].[Ca+2]